4-[4-(4-chlorophenyl)-1-piperidyl]-3-methyl-2-oxo-benzimidazol ClC1=CC=C(C=C1)C1CCN(CC1)C1=CC=CC=2NC(N(C21)C)=O